C12CN(CC2C1)C1=CC=C(C=N1)C1CC(CN1)O 5-(6-(3-azabicyclo[3.1.0]hexan-3-yl)pyridin-3-yl)pyrrolidin-3-ol